C(C)(=O)O\C=C\CCCOC(C)=O (2e)-pentene-1,5-diyl diacetate